4-[5-(aminomethyl)pyrimidin-2-yl]-3-(2-methyl-5-pyrrolidin-1-ylpyrazol-3-yl)oxybenzonitrile NCC=1C=NC(=NC1)C1=C(C=C(C#N)C=C1)OC=1N(N=C(C1)N1CCCC1)C